C(N)(=N)C=1C=C(SC1)[C@@H](CO)NC(=O)[C@H]1N(C[C@](C1)(COC)F)C(CNC(=O)C1=CC=2C(C3=CC=CC=C3C2C=C1)(F)F)=O (2S,4R)-N-((R)-1-(4-carbamimidoylthiophen-2-yl)-2-hydroxyethyl)-1-((9,9-difluoro-9H-fluorene-2-carbonyl)glycyl)-4-fluoro-4-(methoxymethyl)pyrrolidine-2-carboxamide